C1(CC1)C(=O)C1=C(C=CC=C1)F cyclopropyl-(2-fluorophenyl)methanone